5-Acetyl-5-methylcyclopent-2-ene-1-carboxamide C(C)(=O)C1(CC=CC1C(=O)N)C